(S)-6-(2,6-dichlorophenyl)-2-((6-((1-ethylpyrrolidin-2-yl)methoxy)pyridin-3-yl)amino)-8-methylpyrido[2,3-d]pyrimidin-7(8H)-one ClC1=C(C(=CC=C1)Cl)C1=CC2=C(N=C(N=C2)NC=2C=NC(=CC2)OC[C@H]2N(CCC2)CC)N(C1=O)C